C(C)(C)C1NC(C2N(C1=O)CCCC2)=O 3-isopropylhexahydro-4H-pyrido[1,2-a]pyrazine-1,4(6H)-dione